CN1C2=NC(=NC=C2NC1=O)NC1CCC(CC1)OC1=C2C=CC=NC2=CC(=N1)N1CCOCC1 9-Methyl-2-(((1s,4s)-4-((7-morpholino-1,6-naphthyridin-5-yl)oxy)cyclohexyl)amino)-7,9-dihydro-8H-purin-8-one